C[C@@H]1[C@H](C1)C(=O)O (1S,2S)-2-methyl-cyclopropane-1-carboxylic acid